methyltri-n-Propoxysilane CCCO[Si](C)(OCCC)OCCC